FC(C=1C=C(C=C(C1)C(F)(F)F)C=1NC(=NN1)S=C1NC(=NC(=C1)Cl)S=C1OC2=C(N1)C=CC(=C2)C)(F)F 2-((4-((5-(3,5-bis(trifluoromethyl)phenyl)-4H-1,2,4-triazol-3-yl)thioxo)-6-chloropyrimidin-2-yl)thioxo)-6-methylbenzo[d]oxazole